COC1=C(C=CC(=C1)C#CC)C=1C=2N(C(=NN1)SC)N=CC2 4-(2-Methoxy-4-(prop-1-yn-1-yl)phenyl)-7-(methylthio)pyrazolo[1,5-d][1,2,4]triazine